O=C1N(CCC1)CCOC1=C2C(=NC(=C1)C1=CNC3=CN=C(C=C31)NC(C)=O)C3(OCC2)COCC3 N-(3-(4'-(2-(2-oxopyrrolidin-1-yl)ethoxy)-4,5,5',6'-tetrahydro-2H-spiro[furan-3,8'-pyrano[3,4-b]pyridin]-2'-yl)-1H-pyrrolo[2,3-c]pyridin-5-yl)acetamide